CC1=C(C=CC(=C1)OC1=CC=CC=C1)N1C(NC2=C(SC=3N=CC=C1C32)C(=O)N)=O 5-(2-methyl-4-phenoxyphenyl)-4-oxo-4,5-dihydro-3H-1-thia-3,5,8-triazaacenaphthylene-2-carboxamide